thiazolo[4,5-d]pyrimidine-7-carboxamide S1C=NC=2N=CN=C(C21)C(=O)N